(2S,4R)-N-(1-cyanocyclopropyl)-4-(4-fluorophenylthio)-1-(1-(trifluoromethyl)cyclopropanecarbonyl)pyrrolidine-2-carboxamide C(#N)C1(CC1)NC(=O)[C@H]1N(C[C@@H](C1)SC1=CC=C(C=C1)F)C(=O)C1(CC1)C(F)(F)F